ClC(CI)(OC(C(OC(C(C(F)(F)F)(F)F)(F)F)(F)F)(C(F)(F)F)F)F 1-(2-(1-chloro-1-fluoro-2-iodoethoxy)perfluoropropoxy)perfluoropropane